N1CCC(CC1)OCC(=O)N1CCN(CC1)C(=O)OC(C)(C)C tert-Butyl 4-(2-(piperidin-4-yloxy)acetyl)piperazine-1-carboxylate